C(C1=CC=CC=C1)(C1=CC=CC=C1)=NC1=CC=2N(C=C1)C(=CN2)N2C(N(C(CC2)=O)CC2=CC=C(C=C2)OC)=O 1-[7-(benzhydrylideneamino)imidazo[1,2-a]pyridin-3-yl]-3-[(4-methoxyphenyl)methyl]hexahydropyrimidine-2,4-dione